ClC1=CN=NC2=CC=CC=C12 4-chlorocinnolin